Br.BrCCN(CCO)CC 2-Bromo-N,N-diethylethanolamine hydrobromide